BrC=1C=NC=CC1CNC1=C(C(NCC1)=O)C(NC1=C(C(=CC=C1)F)C)=S 4-{[(3-bromopyridin-4-yl)methyl]amino}-N-(3-fluoro-2-methylphenyl)-2-oxo-5,6-dihydro-1H-pyridine-3-carbothioamide